C(=O)(O)C=1C=C(C=CC1O)NC(=O)C1=CC(=C(C(=O)NC=2C=CC(=C(C(=O)O)C2)O)C=C1O)O 5-(4-(3-carboxy-4-hydroxyphenylaminocarbonyl)-2,5-dihydroxybenzoylamino)-2-hydroxybenzoic acid